5-((2,6-dimethylpyridin-3-yl)methoxy)-2-methyl-N-(2-oxopyrrolidin-3-yl)benzofuran-3-carboxamide CC1=NC(=CC=C1COC=1C=CC2=C(C(=C(O2)C)C(=O)NC2C(NCC2)=O)C1)C